8-fluoro-4,4-dimethyl-3,4-dihydro-2(1h)-quinolinone FC=1C=CC=C2C(CC(NC12)=O)(C)C